O1C(OCC1)C1=CC=C(C=C1)N1N=C(C=C1)C1CC1 1-(4-(1,3-Dioxolan-2-yl)phenyl)-3-cyclopropyl-1H-pyrazole